S1C(=NC2=C1C=CC=C2)C2CCN(CC2)C2=C(C(N(C1=CC=C(C=C21)Br)C)=O)C#N 4-[4-(1,3-benzothiazol-2-yl)piperidin-1-yl]-6-bromo-1-methyl-2-oxo-1,2-dihydroquinoline-3-carbonitrile